CS(=O)(=O)O.C(C)(C)NC=1C(=NC=CC1)N1CCN(CC1)C(=O)C=1NC2=CC=C(C=C2C1)NS(=O)(=O)C 1-[3-(isopropylamino)-2-pyridyl]4-[5-(methanesulfonamido)-1H-indol-2-ylcarbonyl]piperazine monomethanesulfonate